Cl.ClC=1C=C(C=CC1Cl)C=1CCCC2=C(C1C1=CC=C(C=C1)CC1CN(C1)CCCF)C=CC(=C2)C(=O)O 8-(3,4-dichlorophenyl)-9-(4-((1-(3-fluoropropyl)azetidin-3-yl)methyl)phenyl)-6,7-dihydro-5H-benzo[7]annulene-3-carboxylic acid hydrochloride